FC1=C(C=CC=2N(C=NC21)COCC[Si](C)(C)C)[C@@H](COC)N2C(C1=CC=CC=C1C2=O)=O (S)-2-(1-(4-Fluoro-1-((2-(trimethylsilyl)ethoxy)methyl)-1H-benzo[d]imidazol-5-yl)-2-methoxyethyl)isoindoline-1,3-dione